7-chloro-1-[2-methyl-4-[(2-methylbenzoyl)amino]benzoyl]-5-oxo-2,3,4,5-tetrahydro-1H-1-benzazepine ClC=1C=CC2=C(C(CCCN2C(C2=C(C=C(C=C2)NC(C2=C(C=CC=C2)C)=O)C)=O)=O)C1